Cl.FS(C=1C=C(C=CC1)[C@@H](C)N)(F)(F)(F)F (R)-1-(3-(pentafluorosulfanyl)phenyl)ethan-1-amine hydrochloride